FC1=C(C(=CC(=C1)F)C1=CC2=C(NC=N2)C=C1)C(C)O 1-(2,4-difluoro-6-(1H-benzimidazol-5-yl)phenyl)ethane-1-ol